3-Pentadeca-8,11,14-trien-1-yl-phenol C(CCCCCCC=CCC=CCC=C)C=1C=C(C=CC1)O